CN(C1=CC(=C(C=N1)C=1C(=NN2C1N=C(C=C2N(C)CC2=CC=C(C=C2)C2=CC=C(C#N)C=C2)C)C)C)C 4-{4-[({3-[6-(dimethylamino)-4-methylpyridin-3-yl]-2,5-dimethylpyrazolo[1,5-a]pyrimidin-7-yl}(methyl)amino)methyl]phenyl}benzonitrile